9,9',9'',9'''-(4-(2,6-diphenylpyridin-4-yl)-6-(2,6-diphenylpyrimidin-4-yl)benzene-1,2,3,5-tetrayl)tetrakis(3-methyl-9H-carbazole) C1(=CC=CC=C1)C1=NC(=CC(=C1)C1=C(C(=C(C(=C1N1C2=CC=CC=C2C=2C=C(C=CC12)C)C1=NC(=NC(=C1)C1=CC=CC=C1)C1=CC=CC=C1)N1C2=CC=CC=C2C=2C=C(C=CC12)C)N1C2=CC=CC=C2C=2C=C(C=CC12)C)N1C2=CC=CC=C2C=2C=C(C=CC12)C)C1=CC=CC=C1